N-{4-[(6-chloro-5-fluoropyridin-3-yl)oxy]-3-sulfamoylphenyl}-2-(2-chlorophenyl)-acetamide ClC1=C(C=C(C=N1)OC1=C(C=C(C=C1)NC(CC1=C(C=CC=C1)Cl)=O)S(N)(=O)=O)F